C(C)(C)(C)OC(=O)N1C[C@@H](NCC1)C1=CC(=NC(=C1)Cl)Br.C(C=C)(=O)N1[C@H](CN(CC1)S(=O)(=O)C)C1=CC(=NC(=C1)Cl)C1=CC(=NC=N1)C(=O)NC (S)-6-(4-(1-acryloyl-4-(methylsulfonyl)piperazin-2-yl)-6-chloropyridin-2-yl)-N-methylpyrimidine-4-carboxamide tert-butyl-(S)-3-(2-bromo-6-chloropyridin-4-yl)piperazine-1-carboxylate